ClC=1C(=NC=CN1)C(O)C1=CC(=C(C=C1)F)C=1C2=C(N=CN1)C=C(S2)N2CCOCC2 (3-Chloro-pyrazin-2-yl)-[4-fluoro-3-(6-morpholin-4-ylthieno-[3,2-d]pyrimidin-4-yl)-phenyl]methanol